N-{4-[(2S)-2,3-dihydro-1,4-benzodioxin-2-yl]benzyl}tetrahydro-2H-pyran-3-amine O1[C@H](COC2=C1C=CC=C2)C2=CC=C(CNC1COCCC1)C=C2